FC1=CC=C(COC=2C=C(C(=O)N)C=CC2)C=C1 3-(4-fluorobenzyloxy)benzamide